COCOC1=CC=C(OC2=CC=C(C=N2)S(=O)(=O)N2[C@H]([C@@H]3CC[C@H](C2)N3C(=O)OCCOC)C(=O)OCC)C=C1 2-ethyl 8-(2-methoxyethyl) (1s,2r,5r)-3-((6-(4-(methoxymethoxy) phenoxy) pyridin-3-yl) sulfonyl)-3,8-diazabicyclo[3.2.1]octane-2,8-dicarboxylate